Cyclopentyl (2R)-3-(4-cyano-1H-pyrazol-1-yl)-2-{[(1,2,3,5,6,7-hexahydro-s-indacen-4-yl)carbamoyl]-oxy}propanoate C(#N)C=1C=NN(C1)C[C@H](C(=O)OC1CCCC1)OC(NC1=C2CCCC2=CC=2CCCC12)=O